CO[C@H]1[C@@H](CN(C1)C=1N=CC2=C(N1)C(=NC=N2)NC2=CC(=C(C=C2)OC2=CC1=C(N(C=N1)C)C=C2)C)O (3R,4R)-4-methoxy-1-(8-((3-methyl-4-((1-methyl-1H-benzo[d]imidazol-5-yl)oxy)phenyl)amino)pyrimido[5,4-d]pyrimidin-2-yl)pyrrolidin-3-ol